OC1(CCC(CC1)NC(O[C@@H]1C[C@@H](CC1)C1=CC(=NN1)NC(CC1=CN=C(S1)C)=O)=O)C (1S,3R)-3-(3-{[(2-methyl-1,3-thiazol-5-yl)acetyl]-amino}-1H-pyrazol-5-yl)cyclopentyl (cis-4-hydroxy-4-methylcyclohexyl)carbamate